FC=1C=CC(=C(CN2C(C=3N(CC2)C=C(C3)C3=CC(=NC=C3C(F)(F)F)NC3=CC=NN3C)=O)C1)CO (5-fluoro-2-(hydroxylmethyl)benzyl)-7-(2-((1-methyl-1h-pyrazole-5-yl)amino)-5-(trifluoromethyl)pyridin-4-yl)-3,4-dihydropyrrolo[1,2-a]pyrazine-1(2H)-one